ClC=1C=2N(C=CN1)C(=CN2)C2=CC=C(C=C2)O 4-(8-chloroimidazo[1,2-a]pyrazin-3-yl)phenol